(2-indenyl)-(2-phenyl-1-indenyl)-ethane C1C(=CC2=CC=CC=C12)C(C)C1C(=CC2=CC=CC=C12)C1=CC=CC=C1